nickel-iron oxysulfide O=S.[Fe].[Ni]